7-(3-((tert-butyldimethylsilyl)oxy)propyl)-2,5-dichloro-7H-pyrrolo[2,3-d]pyrimidine [Si](C)(C)(C(C)(C)C)OCCCN1C=C(C2=C1N=C(N=C2)Cl)Cl